CC1(OB(OC1C)C=1C=NNC1)C 4-(4,4,5-trimethyl-1,3,2-dioxaborolan-2-yl)-1H-pyrazole